COC(CC1=CC=C(C=C1)N1C2CN(CC1CC2)C(=O)OC(C)(C)C)=O tert-butyl 8-[4-(2-methoxy-2-oxoethyl)phenyl]-3,8-diazabicyclo[3.2.1]octane-3-carboxylate